3-(3-(trifluoromethyl)phenyl)piperidine FC(C=1C=C(C=CC1)C1CNCCC1)(F)F